3-(4-fluoro-benzyl)-5-hydroxy-2,3-dihydro-1H-pyrido[2,1-f][1,2,4]triazine-4,6-dione FC1=CC=C(CN2CNN3C(C2=O)=C(C(C=C3)=O)O)C=C1